C1(CCC2=CC(=CC=C12)C=1C=C2CCCC2=CC1)N1CCC(CC1)C(=O)OC methyl 1-(2,2',3,3'-tetrahydro-1H,1'H-[5,5'-biinden]-1-yl)piperidine-4-carboxylate